C(CC1CC2C(CC1)O2)C2CC1C(CC2)O1 ethylene-bis(3,4-epoxycyclohexane)